FC(C1=C(C=CC=C1)B(O)O)(F)F 2-(trifluoromethyl)-phenylboronic acid